6-methoxy-2-((1r,4r)-4-(methylamino)cyclohexyl)-2H-indazole COC=1C=CC2=CN(N=C2C1)C1CCC(CC1)NC